(E)-3-(2-methoxyvinyl)tetrahydrofuran CO/C=C/C1COCC1